7-hydroxy-3-methyl-6-({[(1r,4s)-4-propylcyclohexyl]oxy}methyl)-6,7,8,9-tetrahydro-4H-quinolizin-4-one OC1C(N2C(C(=CC=C2CC1)C)=O)COC1CCC(CC1)CCC